CC(CN1CC2(C1)CC(C2)NC(=O)N2[C@@H](CN(C[C@H]2C)C2=NC=C(C=N2)C(F)(F)F)C)(C)C (2R,6R)-N-[2-(2,2-dimethylpropyl)-2-azaspiro[3.3]heptan-6-yl]-2,6-dimethyl-4-[5-(trifluoromethyl)pyrimidin-2-yl]piperazine-1-carboxamide